C(=O)[O-].N(=N[Ba+])[Ba+].C(=O)[O-] azo-bis-barium formate